(R)-2-(methyl(4-((1-(3-nitro-5-(trifluoromethyl)phenyl)ethyl)amino)-6-(pyrrolidin-1-yl)pyrido[3,4-d]pyrimidin-2-yl)amino)ethan-1-ol CN(CCO)C=1N=C(C2=C(N1)C=NC(=C2)N2CCCC2)N[C@H](C)C2=CC(=CC(=C2)C(F)(F)F)[N+](=O)[O-]